C1=CC(=CC=C1N)NS(=O)(=O)C2=CC=C(C=C2)N 4-amino-N-(4-aminophenyl)benzenesulfonamide